N-(2-ethoxy)phenyl-N'-(2-methyl-3-(1-methyl-1,2,3,6-tetrahydropyridin-4-yl)-1H-indol-5-yl)thiourea CCON(C(=S)NC=1C=C2C(=C(NC2=CC1)C)C=1CCN(CC1)C)C1=CC=CC=C1